3-(1,1-difluoroethyl)-4-methyl-N-(2-(S-methylsulfonimidoyl)pyridin-4-yl)-1-((3-(trifluoromethyl)bicyclo[1.1.1]pentan-1-yl)methyl)-1H-pyrazole-5-carboxamide FC(C)(F)C1=NN(C(=C1C)C(=O)NC1=CC(=NC=C1)S(=O)(=N)C)CC12CC(C1)(C2)C(F)(F)F